(R)-Ethyl 1-(2-(2-(diethoxyphosphoryl)-N-(1-(4-methoxyphenyl)ethyl) acetamido)acetyl)cyclopropanecarboxylate C(C)OP(=O)(OCC)CC(=O)N([C@H](C)C1=CC=C(C=C1)OC)CC(=O)C1(CC1)C(=O)OCC